ethyl 6-hexyldodeca-4-enoate C(CCCCC)C(C=CCCC(=O)OCC)CCCCCC